FC1(CCC(CC1)NC(=O)C=1C=CC2=C(C=3N(CCO2)C=NC3)C1)F N-(4,4-Difluorocyclohexyl)-5,6-dihydrobenzo[f]imidazo[1,5-d][1,4]oxazepine-10-carboxamide